CC=1C=C(C(=O)OC2=C(C(=CC(=C2)Br)C=NC(C(=O)OC)CC2=CC=C(C=C2)O)O)C=CC1 5-bromo-2-hydroxy-3-((3-(4-hydroxyphenyl)-1-methoxy-1-oxopropan-2-ylimino)methyl)phenyl 3-methylbenzoate